N-(2-fluoro-4-(2-(2,2,2-trifluoroacetyl)hydrazine-1-carbonyl)benzyl)-N-(o-tolyl)methanesulfonamide FC1=C(CN(S(=O)(=O)C)C2=C(C=CC=C2)C)C=CC(=C1)C(=O)NNC(C(F)(F)F)=O